C(C)OC(CC(OCC)OCC)=O 3,3-Diethoxy-propionic acid ethyl ester